1-oxo-5,8,11-trioxa-2-azatridecane-13-carboxylic acid tert-butyl ester C(C)(C)(C)OC(=O)CCOCCOCCOCCNC=O